FC1=CC=C(C=C1)CNC(=O)C1CN(C(C1)=O)CC(C)C N-[(4-fluorophenyl)methyl]-1-(2-methylpropyl)-5-oxopyrrolidine-3-carboxamide